N(=[N+]=[N-])C1=C(COC(=O)NCCCC[C@H](N)C(=O)O)C=CC=C1 N6-(((2-azidobenzyl)oxy)carbonyl)-L-lysine